ClC1=NC(=CC(=N1)N)C1CC(C1)(F)F 2-chloro-6-(3,3-difluorocyclobutyl)pyrimidin-4-amine